CC=1N=C(SC1)CCC=O 3-(4-methylthiazol-2-yl)propan-1-one